C1(=CC=CC=C1)C=1N=C(SC1)C1(CCN(CC1)CCOCCOCCOCCNC(OC(C)(C)C)=O)CNC(C1=CC(=CC=C1)C1=NOC(=N1)C(F)(F)F)=O tert-butyl (2-(2-(2-(2-(4-(4-phenylthiazol-2-yl)-4-((3-(5-(trifluoromethyl)-1,2,4-oxadiazol-3-yl)benzamido)methyl)piperidin-1-yl)ethoxy)ethoxy)ethoxy)ethyl)carbamate